1,1,1-trifluoro-2-methylpropan-2-yl (4-(4-(2-hydroxypropan-2-yl)phenyl)pyridin-2-yl)((4-(3-isopropyl-1-methyl-1H-pyrazol-5-yl)bicyclo[2.2.2]octan-1-yl)methyl)carbamate OC(C)(C)C1=CC=C(C=C1)C1=CC(=NC=C1)N(C(OC(C(F)(F)F)(C)C)=O)CC12CCC(CC1)(CC2)C2=CC(=NN2C)C(C)C